ClC=1C=NNC(C1CCO)=O 4-chloro-5-(2-hydroxyethyl)-1H-pyridazin-6-one